ClCC1OCOCC1 4-chloromethyl-1,3-dioxane